Bromo-n-hexanol-5-d1 BrC(CCCC(C)[2H])O